dimethyl-5-(trifluoromethyl)tetrahydrofuran-2-carboxamide CC1C(OC(C1)C(F)(F)F)(C(=O)N)C